Cl.CC1=CC(=NC2=C3C(=CC=C12)C=CC=C3)C=NO 4-methylbenzo[h]quinoline-2-carbaldehyde oxime hydrochloride